(3R)-Trifluoromethanesulfonic acid FC(S(=O)(=O)O)(F)F